2-IMINO-5-OXO-IMIDAZOLIDINE N=C1NC(CN1)=O